Ethyl (2-(2-(4-((1-benzyl-6-oxo-1,6-dihydropyridin-3-yl)oxy)-3,5-dimethylphenyl)hydrazono)-2-cyanoacetyl)carbamate C(C1=CC=CC=C1)N1C=C(C=CC1=O)OC1=C(C=C(C=C1C)NN=C(C(=O)NC(OCC)=O)C#N)C